(2R)-3-[(1R,3R)-1-[2,6-difluoro-4-[2-[3-(fluoromethyl)azetidin-1-yl]ethoxy]phenyl]-3-methyl-1,3,4,9-tetrahydropyrido[3,4-b]indol-2-yl]-2-fluoro-2-methyl-propan-1-ol FC1=C(C(=CC(=C1)OCCN1CC(C1)CF)F)[C@H]1N([C@@H](CC2=C1NC1=CC=CC=C21)C)C[C@@](CO)(C)F